ClC1=C(C2=C(SC3=C2N=CN=C3N3CC(C3)C3=CC=NC=C3)N=C1C)C 8-chloro-7,9-dimethyl-4-[3-(4-pyridinyl)azetidin-1-yl]pyrido[3',2':4,5]thieno[3,2-d]pyrimidine